ClC1=C(C=CC(=C1)Cl)C=1CCCC2=C(C1C1=NC=C(C=C1F)C=C1CN(C1)CCCF)C=CC(=C2)C(=O)O 8-(2,4-dichlorophenyl)-9-(3-fluoro-5-((1-(3-fluoropropyl)azetidin-3-ylidene)methyl)pyridin-2-yl)-6,7-dihydro-5H-benzo[7]annulene-3-carboxylic acid